(4-cyanophenyl)-N-methyl-pyrazolo[1,5-a]pyridine-5-carboxamide C(#N)C1=CC=C(C=C1)C1=NN2C(C=C(C=C2)C(=O)NC)=C1